3-{4-[8-amino-5-(4-aminocyclohex-1-en-1-yl)-3-methylimidazo[1,5-a]pyrazin-1-yl]naphthalen-1-yl}-1-[4-(trifluoromethyl)phenyl]urea NC=1C=2N(C(=CN1)C1=CCC(CC1)N)C(=NC2C2=CC=C(C1=CC=CC=C21)NC(NC2=CC=C(C=C2)C(F)(F)F)=O)C